N-cyclopropyl-2-({3-[(E)-2-{6-[(pyrrolidin-1-yl)methyl]pyridine-2-yl}vinyl]-1H-indazol-6-yl}thio)benzamide C1(CC1)NC(C1=C(C=CC=C1)SC1=CC=C2C(=NNC2=C1)\C=C\C1=NC(=CC=C1)CN1CCCC1)=O